2-methylpropan-2-yl {[(7R)-5-(5-nitro-1H-indazol-4-yl)-5-azaspiro[2.4]hept-7-yl] amino}carboxylate [N+](=O)([O-])C=1C(=C2C=NNC2=CC1)N1CC2(CC2)[C@H](C1)NC(=O)OC(C)(C)C